[N+](=O)([O-])C=1C=CC(=C(C(=O)OC)C1)C=1C=NN(C1)[C@H]1COCC1 Methyl 5-nitro-2-{1-[(3R)-tetrahydrofuran-3-yl]-1H-pyrazol-4-yl}benzoate